(R)-1-(3-(difluoromethyl)-4-fluorophenyl)-3-((difluoromethyl)sulfonyl)-4,5,6,7-tetrahydro-1H-indol-4-ol FC(C=1C=C(C=CC1F)N1C=C(C=2[C@@H](CCCC12)O)S(=O)(=O)C(F)F)F